C(C1=CC=CC=C1)OC=1C(=CC(=NC1)OC1=C(C=C(C=C1Cl)N1N=C(C(NC1=O)=O)C(F)F)Cl)CSC 2-[4-[[5-benzyloxy-4-(methylsulfanyl-methyl)-2-pyridinyl]oxy]-3,5-dichloro-phenyl]-6-(difluoromethyl)-1,2,4-triazine-3,5-dione